N-(4-(4-amino-1-ethyl-7-(4(S)-(oxetan-3-ylamino)cyclohex-1-en-1-yl)-1H-pyrazolo[4,3-c]pyridin-3-yl)-2,5-difluorophenyl)-2-chlorobenzenesulfonamide NC1=NC=C(C2=C1C(=NN2CC)C2=CC(=C(C=C2F)NS(=O)(=O)C2=C(C=CC=C2)Cl)F)C2=CC[C@H](CC2)NC2COC2